5,7-difluoro-8-methylquinoline FC1=C2C=CC=NC2=C(C(=C1)F)C